2-[(3R)-4-(cyclopropylcarbonyl)-3-methylpiperazin-1-yl]-4-(1-methyl-1H-pyrazol-4-yl)-6-propylpyrimidine-5-carbonitrile C1(CC1)C(=O)N1[C@@H](CN(CC1)C1=NC(=C(C(=N1)C=1C=NN(C1)C)C#N)CCC)C